N-(5-methoxy-2-(4-(4-phenylthiazol-2-yl)piperazine-1-carbonyl)phenyl)thiophene-2-sulfonamide COC=1C=CC(=C(C1)NS(=O)(=O)C=1SC=CC1)C(=O)N1CCN(CC1)C=1SC=C(N1)C1=CC=CC=C1